BrC1=C(C=C(S1)C(=O)NC)C 5-bromo-N,4-dimethylthiophen-2-carboxamide